FC=1C=C(C=C(C1)F)C1=CC(=CC=C1)CC1N(CC2(CC2)C1NS(=O)(=O)C)C(=O)[C@@H]1OCC1 N-(6-((3',5'-difluoro-[1,1'-biphenyl]-3-yl)methyl)-5-((R)-oxetane-2-carbonyl)-5-azaspiro[2.4]heptan-7-yl)methanesulfonamide